ClC=1N=C(C2=C(N1)N(C=C2)[C@@H]2C[C@@H]([C@H]1OC(O[C@H]12)(C)C)C=1C=NNC1)Cl 2,4-Dichloro-7-((3aS,4R,6R,6aR)-2,2-dimethyl-6-(1H-pyrazol-4-yl)tetrahydro-4H-cyclopenta[d][1,3]dioxol-4-yl)-7H-pyrrolo[2,3-d]pyrimidine